bis-(tricyclopentylphosphine) palladium (II) dichloride [Pd](Cl)Cl.C1(CCCC1)P(C1CCCC1)C1CCCC1.C1(CCCC1)P(C1CCCC1)C1CCCC1